C(#N)C1=CC(=C(C=C1)[C@H]1C=C(NC2=C(C=NC(=C12)OCC)C)C)OC (4R)-4-(4-cyano-2-methoxyphenyl)-5-ethoxy-2,8-dimethyl-1,4-dihydro-1,6-naphthyridine